OC1=C(C(N(C2=NC=CC=C12)CCN1CCC(CC1)O)=O)C(=O)NC1CCC(CC1)C 4-hydroxy-1-(2-(4-hydroxypiperidin-1-yl)ethyl)-N-((1s,4s)-4-methylcyclohexyl)-2-oxo-1,2-dihydro-1,8-naphthyridine-3-carboxamide